tert-butyl (S)-6-methyl-4-(((trifluoromethyl)sulfonyl)oxy)-3,6-dihydropyridine-1(2H)-carboxylate C[C@H]1C=C(CCN1C(=O)OC(C)(C)C)OS(=O)(=O)C(F)(F)F